CN1C(=NC2=C(C=C(C=C2C1=O)C)C(C)=N[S@](=O)C(C)(C)C)N1CCOCC1 (R)-N-(1-(3,6-dimethyl-2-morpholino-4-oxo-3,4-dihydroquinazolin-8-yl)ethylidene)-2-methylpropane-2-sulfinamide